2-ethynyl-2-(hydroxymethyl)tetrahydrofuran-3-ol C(#C)C1(OCCC1O)CO